butyl-3-(4-fluorophenyl)-5-iodobenzamide C(CCC)C1=C(C(=O)N)C=C(C=C1C1=CC=C(C=C1)F)I